4-bromobutanamide BrCCCC(=O)N